CN(C)CC=1C=C(C=CC1)CS(=O)(N)=NC(NC1=C2CCCC2=CC=2CCCC12)=O 1-(3-((Dimethylamino)methyl)phenyl)-N'-((1,2,3,5,6,7-hexahydro-s-indacen-4-yl)carbamoyl)methanesulfonimidamide